N1(CCCCC1)CCN 2-(piperidin-1-yl)ethane-1-amine